C1(CC1)CN1C(=CC2=CC=CC=C12)C1=NC2=C(N1CC=1C=NN(C1)C1=NC=CC=N1)C(=CC(=C2)C(=O)N2C1CCC(C2)[C@H]1N)OC (7R)-2-{2-[1-(cyclopropylmethyl)-1H-indol-2-yl]-7-methoxy-1-{[1-(pyrimidin-2-yl)-1H-pyrazol-4-yl]methyl}-1H-1,3-benzodiazole-5-carbonyl}-2-azabicyclo[2.2.1]heptan-7-amine